Tert-butyl azepine-6-carboxylate N1C=CC=CC(=C1)C(=O)OC(C)(C)C